OC1=C(N(C2=CC=C(C(=C12)C(C(=O)C1=CC=C(C=C1)OC)=O)OC)C1=CC=C(C=C1)OC)C1=CC=C(C=C1)OC 1-(3-hydroxy-5-methoxy-1,2-bis(4-methoxyphenyl)-1H-indol-4-yl)-2-(4-methoxyphenyl)ethane-1,2-dione